C(C1=CC=CC=C1)OCC1(CN(CC1)C(=O)OC(C)(C)C)C(=O)OC 1-(tert-butyl) 3-methyl 3-((benzyloxy)methyl)pyrrolidine-1,3-dicarboxylate